C1(=CC=CC=C1)C1(C2=CC=CC=C2C=2C=CC=CC12)C=1C=C(C=CC1)NC1=CC=CC=2OC3=C(C21)C=CC=C3 N-(3-(9-phenyl-9H-fluoren-9-yl)phenyl)dibenzo[b,d]furan-1-amine